[4,4-diethyl-1-[1-[3-[[(1R,2R)-2-hydroxyindan-1-yl]carbamoyl]phenyl]propyl]-6-oxo-hexahydropyrimidin-2-ylidene]ammonium C(C)C1(NC(N(C(C1)=O)C(CC)C1=CC(=CC=C1)C(N[C@H]1[C@@H](CC2=CC=CC=C12)O)=O)=[NH2+])CC